1,12-diphenyldodeca-1,3,5,7,9,11-hexaene C1(=CC=CC=C1)C=CC=CC=CC=CC=CC=CC1=CC=CC=C1